2-(4-(4,4-dimethylcyclohexyl)-2-(trifluoromethyl)phenyl)thiazole CC1(CCC(CC1)C1=CC(=C(C=C1)C=1SC=CN1)C(F)(F)F)C